N-(2-chlorophenyl)-2-(ethyl-((4-oxo-3,4-dihydroquinazolin-2-yl)methyl)amino)acetamide ClC1=C(C=CC=C1)NC(CN(CC1=NC2=CC=CC=C2C(N1)=O)CC)=O